C(C(=O)OC1=C(C(=C(C=C1Cl)Cl)Cl)C(=O)OCC1=CC=C(C=C1)CC)(=O)OC1=C(C(=C(C=C1Cl)Cl)Cl)C(=O)OCC1=CC=C(C=C1)CC bis(3,4,6-trichloro-2-{[(4-ethylphenyl)methoxy] carbonyl} phenyl) oxalate